N1=C(C=CC(=C1)CC(=O)O)C1=NC=CC=C1 [2,2'-bipyridine]-5-acetic acid